2-mercapto-4-methyl-N-(p-tolyl)pentanamide SC(C(=O)NC1=CC=C(C=C1)C)CC(C)C